4-xylylphenylphosphine oxide C1=C(C(=C(C=C1)P(C1=CC=CC=C1)=O)C)C